C(C1CO1)C1CC2C(CC1)O2 glycidyl-3,4-epoxycyclohexane